1-((1H-indol-4-yl)methyl)-N3-methyl-N5-((1S,2S)-2-methylcyclopropyl)-2-oxo-1,2-dihydropyridine-3,5-dicarboxamide N1C=CC2=C(C=CC=C12)CN1C(C(=CC(=C1)C(=O)N[C@@H]1[C@H](C1)C)C(=O)NC)=O